FC(C[C@@H](C(=O)NC1=NC=CC(=C1)C1=C(C=2N=CN=C(C2N1)OCC(F)(F)F)C1=NC=CC=C1)C1=CC=C(C=C1)F)(F)F (2R)-4,4,4-trifluoro-2-(4-fluorophenyl)-N-{4-[7-(pyridin-2-yl)-4-(2,2,2-trifluoroethoxy)-5H-pyrrolo[3,2-d]pyrimidin-6-yl]pyridin-2-yl}butanamide